tert-Butyl 3-(4-hydroxy-7-(4-methylthiazol-2-yl)benzo[d]oxazol-2-yl)-3,8-diazabicyclo[3.2.1]octane-8-carboxylate OC1=CC=C(C2=C1N=C(O2)N2CC1CCC(C2)N1C(=O)OC(C)(C)C)C=1SC=C(N1)C